COC1=C(CN2CC(C2)O)C(=CC(=C1)B1OC(C(O1)(C)C)(C)C)OC 1-[2,6-dimethoxy-4-(4,4,5,5-tetramethyl[1,3,2]dioxaborolan-2-yl)-benzyl]-azetidin-3-ol